tert-butyl 4-((1s,3s)-3-(3-methyl-2-oxo-2,3-dihydro-1H-benzo[d]imidazol-4-yl)cyclobutane-1-carbonyl)piperazine-1-carboxylate CN1C(NC2=C1C(=CC=C2)C2CC(C2)C(=O)N2CCN(CC2)C(=O)OC(C)(C)C)=O